4-(6-Cyclobutoxy-pyridin-2-yl)-aniline C1(CCC1)OC1=CC=CC(=N1)C1=CC=C(N)C=C1